C(C#CCC)OC1=CC=C(C=C1)[C@@H](CC(=O)O)C#CC (3R)-3-[4-(pent-2-yn-1-yloxy)phenyl]hex-4-ynoic acid